(S)-3-(2-amino-[1,2,4]triazolo[1,5-a]pyridin-7-yl)-N-(2,2-difluoro-3-(4-fluorophenyl)-3-hydroxypropyl)-2-fluoro-6-(trifluoromethyl)benzamide NC1=NN2C(C=C(C=C2)C=2C(=C(C(=O)NCC([C@@H](O)C3=CC=C(C=C3)F)(F)F)C(=CC2)C(F)(F)F)F)=N1